8-[3-(6,8-Difluoro-imidazo[1,2-a]pyridin-3-yl)-1-(2,2,2-trifluoro-ethyl)-1H-pyrazolo[4,3-c]pyridine-6-carbonyl]-2,8-diaza-spiro[4.5]decan-1-one FC=1C=C(C=2N(C1)C(=CN2)C2=NN(C1=C2C=NC(=C1)C(=O)N1CCC2(CCNC2=O)CC1)CC(F)(F)F)F